2-[6-(Ethylamino)-4-[2-methyl-4-(4-methyl-1,2,4-triazol-3-yl)pyrazol-3-yl]pyridin-2-yl]-6-({[(1R,2S)-2-hydroxycyclopentyl]oxy}methyl)-4-(trifluoromethyl)-3H-isoindol-1-one C(C)NC1=CC(=CC(=N1)N1C(C2=CC(=CC(=C2C1)C(F)(F)F)CO[C@H]1[C@H](CCC1)O)=O)C=1N(N=CC1C1=NN=CN1C)C